N[C@@H](CO)C=O serine hydride